(2S,3R,4R,5R)-4-[[3-[2-(Difluoromethoxy)-4-fluorophenyl]-4,5-dimethyl-5-(trifluoromethyl)tetrahydrofuran-2-carbonyl]amino]-N-methyl-pyridin-2-carboxamid FC(OC1=C(C=CC(=C1)F)[C@@H]1[C@H](O[C@]([C@@H]1C)(C(F)(F)F)C)C(=O)NC1=CC(=NC=C1)C(=O)NC)F